(S)-4-(4-Fluorobenzyl)-N-(8-((4-hydroxytetrahydro-2H-pyran-4-yl)ethynyl)-1-methyl-2-oxo-2,3,4,5-tetrahydro-1H-benzo[b]azepin-3-yl)-1H-pyrazole-1-carboxamid FC1=CC=C(CC=2C=NN(C2)C(=O)N[C@H]2CCC3=C(N(C2=O)C)C=C(C=C3)C#CC3(CCOCC3)O)C=C1